BrC1=CC=C2C=CN(C2=C1)CCCN1CCN(CC1)C(=O)OC(C)(C)C tert-butyl 4-(3-(6-bromo-1H-indol-1-yl)propyl)piperazine-1-carboxylate